S(=O)(=O)(C1=CC=C(C)C=C1)OCCOCCOCCOCCOCCOCCOCCOS(=O)(=O)C1=CC=C(C)C=C1 heptaethylene glycol ditosylate